O[C@@H](CN1N=CC=2C1=NN=C(C2C)C2=C(C=C(C=C2)C(F)(F)F)O)C (R)-2-(1-(2-hydroxypropyl)-4-methyl-1H-pyrazolo[3,4-c]pyridazin-5-yl)-5-(trifluoromethyl)phenol